C(#N)C=1C=C(C=CC1)C(CCC1CC1)(N[S@](=O)C(C)(C)C)C=1C=CC(=C(C1)NC(=O)[C@@H]1N(C[C@@H](C1)OC)C(=O)NC1=CC=C(C=C1)Cl)F (2R,4R)-N2-(5-((-)-1-(3-cyanophenyl)-3-cyclopropyl-1-((R)-1,1-dimethylethylsulfinamido)propyl)-2-fluorophenyl)-4-methoxy-N1-(4-chlorophenyl)pyrrolidine-1,2-dicarboxamide